2-(5-(1-((1r,2r,3r,5s,7r)-2-fluoro-7-methyl-9-azabicyclo[3.3.1]non-3-yl)vinyl)pyrazin-2-yl)-5-(1H-imidazol-1-yl)phenol F[C@H]1[C@H]2C[C@@H](C[C@@H](C[C@@H]1C(=C)C=1N=CC(=NC1)C1=C(C=C(C=C1)N1C=NC=C1)O)N2)C